tert-Butyl N-[5-[tert-butyl(dimethyl)silyl]oxypent-1-ynyl]-N-[3-oxo-4-(2-trimethylsilylethoxymethyl)pyrazino[2,3-b][1,4]oxazin-6-yl]carbamate [Si](C)(C)(C(C)(C)C)OCCCC#CN(C(OC(C)(C)C)=O)C1=NC2=C(OCC(N2COCC[Si](C)(C)C)=O)N=C1